FC=1C=C(C=C(C1)F)[C@@H]1CC=NN1C(=O)N1CC(C1)OC1=CC(=NC=C1F)N1C(N(C=C1C)C)=O (S)-3-(4-((1-(5-(3,5-difluorophenyl)-4,5-dihydro-1H-pyrazole-1-carbonyl)azetidin-3-yl)oxy)-5-fluoropyridin-2-yl)-1,4-dimethyl-1,3-dihydro-2H-imidazol-2-one